3,7,8-trihydroxy-2-(4-(piperidin-1-ylmethyl)phenyl)-4H-chromen-4-one hydrochloride Cl.OC1=C(OC2=C(C(=CC=C2C1=O)O)O)C1=CC=C(C=C1)CN1CCCCC1